C(C1=CC=CC=C1)OC1=NC(=CC=C1N1CC2(CCN(CC2)C(=O)OC(C)(C)C)CC2=CC=CC=C12)OCC1=CC=CC=C1 tert-butyl 1-(2,6-dibenzyloxy-3-pyridyl)spiro[2,4-dihydroquinoline-3,4'-piperidine]-1'-carboxylate